C(#N)C1=CC(=C(OCC(C(=O)NC2CCN(CC2)C)(C)C)C=C1)C(F)(F)F 3-(4-cyano-2-(trifluoromethyl)phenoxy)-2,2-dimethyl-N-(1-methylpiperidin-4-yl)propanamide